(R)-2-ethyl-2,3-dihydro-[1,4]oxazepino[6,7-H]isoquinoline-4(5H)-carboxylic acid tert-butyl ester C(C)(C)(C)OC(=O)N1C[C@H](OC2=C(C=CC=3C=CN=CC23)C1)CC